NC1=C(C=O)C(=C(C=C1CC)Br)F 2-amino-5-bromo-3-ethyl-6-fluorobenzaldehyde